CC(CCN([C@H]1[C@@H](CCCC1)N(C)CCC(C)(C)C)C)(C)C (1R,2R)-N,N'-bis-(3,3-dimethyl-butyl)-N,N'-dimethyl-cyclohexane-1,2-diamine